C(CNCCOCCOCCOCC)(=O)[O-] 6,9,12-trioxa-3-azatetradecanoate